C(#N)C1=NC(=C(C2=CC(=CC=C12)OC=1C=CC2=C(CCO2)C1)O)C(=O)NCC(=O)O {[1-Cyano-6-(2,3-dihydro-benzofuran-5-yloxy)-4-hydroxy-isoquinoline-3-carbonyl]-amino}-acetic acid